rel-tert-butyl (1R,4R,6R)-6-amino-2-azabicyclo[2.2.1]heptane-2-carboxylate N[C@@H]1C[C@H]2CN([C@@H]1C2)C(=O)OC(C)(C)C |o1:1,3,6|